NC1=C2C(=NC=N1)N(N=C2C2=CC=C(C=C2)OC2=CC=CC=C2)C2CCN(CC2)C=2C=NC(=NC2)N2CC1(C2)CCN(CC1)C(=O)OC(C)(C)C tert-butyl 2-[5-[4-[4-amino-3-(4-phenoxyphenyl)pyrazolo[3,4-d]pyrimidin-1-yl]-1-piperidyl]pyrimidin-2-yl]-2,7-diazaspiro[3.5]nonane-7-carboxylate